S1C(=CC=C1C=O)C=1SC=CC1 2,2'-bithiophene-5-formaldehyde